2-bromo-7-fluoro-1-(2-(2-hydroxyethoxy)ethyl)-1H-indole-3-carbonitrile BrC=1N(C2=C(C=CC=C2C1C#N)F)CCOCCO